(3S)-3-({5-cyclopentyl-1-[2-(trifluoromethyl)pyridin-3-yl]-1H-1,2,4-triazol-3-yl}formamido)-5-(3,3-difluoropiperidin-1-yl)pentanoic acid C1(CCCC1)C1=NC(=NN1C=1C(=NC=CC1)C(F)(F)F)C(=O)N[C@H](CC(=O)O)CCN1CC(CCC1)(F)F